tert-Butyl [4-({4-amino-2-butyl-7-[methoxy(methyl)carbamoyl]-1H-imidazo[4,5-c]quinolin-1-yl}methyl)benzyl]carbamate NC1=NC=2C=C(C=CC2C2=C1N=C(N2CC2=CC=C(CNC(OC(C)(C)C)=O)C=C2)CCCC)C(N(C)OC)=O